N-(4-chloro-3-(4-methyl-2-(methylamino)-8,9-dihydroimidazo[1',2':1,6]pyrido[2,3-d]pyrimidin-6-yl)phenyl)-4-(trifluoromethyl)pyridineamide ClC1=C(C=C(C=C1)NC(=O)C1=NC=CC(=C1)C(F)(F)F)C1=CC2=C(N=C(N=C2C)NC)N2C1=NCC2